p-ethynyl-phenyl-alanine C(#C)C1=CC=C(C=C1)N[C@@H](C)C(=O)O